C(CCCCC(=O)OCC(CCCC=C)CCCC=C)(=O)OCC(COC(CCCN1CCCC1)=O)COC(CCCCC(OCC(CCCC=C)CCCC=C)=O)=O 1-(2-{[(6-Oxo-6-{[2-(pent-4-en-1-yl)hept-6-en-1-yl]oxy}hexanoyl)oxy]methyl}-3-{[4-(pyrrolidin-1-yl)butanoyl]oxy}propyl) 6-[2-(pent-4-en-1-yl)hept-6-en-1-yl] hexanedioate